zirconium tetrakis(acetoacetate) C(CC(=O)C)(=O)[O-].C(CC(=O)C)(=O)[O-].C(CC(=O)C)(=O)[O-].C(CC(=O)C)(=O)[O-].[Zr+4]